BrC=1C=C(C=CC1)C1(CC(C1)C)C1=NN=CN1C([2H])([2H])[2H] 3-((1s,3s)-1-(3-bromophenyl)-3-methylcyclobutyl)-4-(methyl-d3)-4H-1,2,4-triazole